phenyl-dimethyl-imidazolium C1(=CC=CC=C1)C=1[N+](=C(NC1)C)C